COC(C1=CC=C(C=C1)OC[C@H](C(=O)OC(C)(C)C)O)=O (R)-4-(3-(tert-butoxy)-2-hydroxy-3-oxopropoxy)benzoic acid methyl ester